methyl (4S,5E)-7-(4-bromophenyl)-4-[(tert-butoxycarbonyl) amino]hept-5-enoate BrC1=CC=C(C=C1)C/C=C/[C@H](CCC(=O)OC)NC(=O)OC(C)(C)C